δ-(3,4-epoxycyclohexyl)butyltrimethoxysilane C1(CC2C(CC1)O2)CCCC[Si](OC)(OC)OC